[Pb].[Ag].[Bi].[Sn] tin-bismuth-silver lead